(-)-(2S,3S)-tartaric acid C(C(O)C(O)C(=O)O)(=O)O